FC=1C(=C(CN2C(C=3C=C(C=NC3CC2)C2=CC=NC=C2)=O)C=C(C1)F)OC1CCOCC1 6-(3,5-difluoro-2-((tetrahydro-2H-pyran-4-yl)oxy)benzyl)-3-(pyridin-4-yl)-7,8-dihydro-1,6-naphthyridin-5(6H)-one